(R)-2-amino-3-[[7-(difluoromethyl)thieno[3,2-b]pyridine-2-carbonyl]amino]propanoic acid N[C@@H](C(=O)O)CNC(=O)C1=CC2=NC=CC(=C2S1)C(F)F